Rel-(1R,5S)-7-oxo-1-({[(1s,4s)-4-[2-(2-carboxyethoxy)-6-fluorophenyl]cyclohexyl]oxy}methyl)-9-oxa-2,6-diazaspiro[4.5]decan-2-ium chloride [Cl-].O=C1N[C@]2(CC[NH2+][C@H]2COC2CCC(CC2)C2=C(C=CC=C2F)OCCC(=O)O)COC1 |o1:4,8|